(2R,3S,4S)-4-hydroxy-2-[(4-methoxyphenyl) methyl]pyrrolidin-3-yl N-{2-[(3R,4R)-3,4-dihydroxypyrrolidin-1-yl]ethyl}carbamate O[C@@H]1CN(C[C@H]1O)CCNC(O[C@H]1[C@H](NC[C@@H]1O)CC1=CC=C(C=C1)OC)=O